N-(pyridin-3-yl)thiazole-2-thioamide N1=CC(=CC=C1)NC(=S)C=1SC=CN1